N1(CCC1)S(=O)(=O)C1=C(C=NC(=C1)CN1CC2=CC=CC=C2C1)OCC1CCN(CC1)C(=O)NC 4-(((4-(azetidin-1-ylsulfonyl)-6-(isoindolin-2-ylmethyl)pyridin-3-yl)oxy)methyl)-N-methylpiperidine-1-carboxamide